N[C@H](C(=O)N1[C@@H](C[C@H](C1)O)C(=O)N[C@@H](C)C1=CC=C(C=C1)Cl)C(C)(C)C (2S,4R)-1-((2S)-2-amino-3,3-dimethylbutyryl)-N-((S)-1-(4-chlorophenyl)ethyl)-4-hydroxypyrrolidine-2-carboxamide